mercaptodopamine SNCCC1=CC(O)=C(O)C=C1